(R)-N-(8,9-difluoro-6-oxo-1,2,3,4,5,6-hexahydrophenanthridin-1-yl)-6-(difluoromethyl)-5-fluoro-N-methyl-1H-indole-2-carboxamide FC=1C=C2C(NC=3CCC[C@H](C3C2=CC1F)N(C(=O)C=1NC2=CC(=C(C=C2C1)F)C(F)F)C)=O